(2S)-2-(benzyloxycarbonylamino)-3-cyclopropyl-propionic acid C(C1=CC=CC=C1)OC(=O)N[C@H](C(=O)O)CC1CC1